3-methoxy-4-((3-(4-(((1R,4R)-4-morpholinocyclohexyl)amino)-1-(2,2,2-trifluoroethyl)-1H-indol-2-yl)prop-2-yn-1-yl)amino)benzenesulfonamide COC=1C=C(C=CC1NCC#CC=1N(C2=CC=CC(=C2C1)NC1CCC(CC1)N1CCOCC1)CC(F)(F)F)S(=O)(=O)N